3'-(carbazole-9-yl)-N-phenyl-[1,1'-biphenyl]-4-amine C1=CC=CC=2C3=CC=CC=C3N(C12)C=1C=C(C=CC1)C1=CC=C(C=C1)NC1=CC=CC=C1